2-(1-hydroxycyclohexyl)acetic acid OC1(CCCCC1)CC(=O)O